4-[(3-chloro-4-fluorophenyl)amino]-6-(1-cyano-piperidin-4-yloxy)-7-methoxy-quinazoline ClC=1C=C(C=CC1F)NC1=NC=NC2=CC(=C(C=C12)OC1CCN(CC1)C#N)OC